3-((Phenoxycarbonyl)amino)thiophene-2-carboxylic acid methyl ester COC(=O)C=1SC=CC1NC(=O)OC1=CC=CC=C1